O=C1N(N=C(O1)CCNCC1CC=2C=CC=C(C2C1)C#N)C=1C=CC2=C(NC(CO2)=O)C1 2-[[2-[5-oxo-4-(3-oxo-4H-1,4-benzoxazin-6-yl)-1,3,4-oxadiazol-2-yl]ethylamino]methyl]-2,3-dihydro-1H-indene-4-carbonitrile